2,4-bis(benzyloxy)-6-pentylphenol C(C1=CC=CC=C1)OC1=C(C(=CC(=C1)OCC1=CC=CC=C1)CCCCC)O